Homoalanin N[C@@H](CC)C(=O)O